C1N(CC2=CC=CC=C12)CC1=CC(C(=CO1)OCC1C=CC(C1)NC(CC(C)C)=O)=O N-(4-(((6-(Isoindolin-2-ylmethyl)-4-oxo-4H-pyran-3-yl)oxy)methyl)cyclopent-2-en-1-yl)-3-methylbutanamide